FC(C(O)C1=NC=C(C=C1)F)(CCO)F 2,2-difluoro-1-(5-fluoropyridin-2-yl)butane-1,4-diol